Ethyl 4-bromo-1,5-dimethyl-1H-pyrazole-3-carboxylate BrC=1C(=NN(C1C)C)C(=O)OCC